(4R,11bS)-4-(2-((R)-(2-Methoxyphenyl)(methyl)silyl)phenyl)-4,5-dihydro-3H-dinaphtho[2,1-c:1',2'-e]phosphepine COC1=C(C=CC=C1)[Si@H](C1=C(C=CC=C1)P1CC2=C(C3=C(C1)C=CC1=CC=CC=C13)C=1C=CC=CC1C=C2)C